3-ethyl-3-((phenoxy)methyl)-oxetane C(C)C1(COC1)COC1=CC=CC=C1